[Bi].O water bismuth